BrC1=C2CCNC(C2=CC(=C1)I)=O 5-bromo-7-iodo-3,4-dihydroisoquinolin-1(2H)-one